C(#N)C1(CCOCC1)C(=O)NC1=C2C=CN(C2=CC=C1)C1=CC(=NC=C1)NC(=O)C1CC1 4-cyano-N-(1-(2-(cyclopropanecarboxamido)pyridin-4-yl)-1H-indol-4-yl)tetrahydro-2H-pyran-4-carboxamide